(2-hydroxyethyl)piperidine-1-carboxylic acid tert-butyl ester C(C)(C)(C)OC(=O)N1C(CCCC1)CCO